2-(Difluoromethoxy)-N-(2-fluoro-5-(5-(furan-2-yl)-1,3,4-oxadiazol-2-yl)phenyl)benzamide FC(OC1=C(C(=O)NC2=C(C=CC(=C2)C=2OC(=NN2)C=2OC=CC2)F)C=CC=C1)F